5-amino-N-tert-butyl-2-[2-(4-nitrophenyl)thiazol-5-yl]benzenesulfonamide NC=1C=CC(=C(C1)S(=O)(=O)NC(C)(C)C)C1=CN=C(S1)C1=CC=C(C=C1)[N+](=O)[O-]